α,α-DIMETHYLBENZYL ALCOHOL CC(C1=CC=CC=C1)(C)O